CN(C[C@@H](C)NC1=CC=CC(=N1)C1=NC2=CC(=NC=C2C=C1)CNC(C1=CN=CC(=C1)S(=O)(=O)C)=O)C (R)-N-((2-(6-((1-(dimethylamino)propan-2-yl)amino)pyridin-2-yl)-1,6-naphthyridin-7-yl)methyl)-5-(methylsulfonyl)nicotinamide